ClC1=C(C=2N=C(N=C(C2C=N1)N1CC2CCC(C1)N2C(=O)OC(C)(C)C)OCC21CCCN1CCC2)F tert-butyl 3-(7-chloro-8-fluoro-2-((tetrahydro-1H-pyrrolizin-7a(5H)-yl)methoxy)pyrido[4,3-d]pyrimidin-4-yl)-3,8-diazabicyclo[3.2.1]octane-8-carboxylate